FC1=C(C=CC(=C1)CN1CCN(CC1)C)C1=CC=C2C(=CC=NC2=C1)NC=1C=CC2=C(N=CS2)C1 N-(7-(2-fluoro-4-((4-methylpiperazin-1-yl)methyl)phenyl)quinolin-4-yl)benzo[d]thiazol-5-amine